5-chloro-6-(2H-1,2,3-triazol-2-yl)nicotinic acid ClC=1C(=NC=C(C(=O)O)C1)N1N=CC=N1